FC(C(CO)CO)(F)F 2-trifluoromethyl-1,3-propanediol